FC1=C(C=C(N)C=C1)C(F)(F)F 4-fluoro-3-(trifluoro-methyl)aniline